(S)-N-(4-((3-(2-((5,5-difluoropiperidin-3-yl)amino)pyrimidin-4-yl)pyridin-2-yl)oxy)-2,3-difluorophenyl)-1-phenylmethanesulfonamide FC1(C[C@@H](CNC1)NC1=NC=CC(=N1)C=1C(=NC=CC1)OC1=C(C(=C(C=C1)NS(=O)(=O)CC1=CC=CC=C1)F)F)F